FC1=C(C(=CC(=C1)C=1C(=NC=CC1)O)F)C(CCCC(=O)O)C 5-[2,6-difluoro-4-(2-hydroxy-3-pyridinyl)phenyl]Caproic acid